C(=O)O.CC=1N=C(C=2N(C1C1=C(C=NC=C1)C)N=CC2)N2CCC1(CC2)[C@@H](C=2C(=NC=CC2)C1)N (5S)-1'-[6-methyl-7-(3-methyl-4-pyridyl)pyrazolo[1,5-a]pyrazin-4-yl]spiro[5,7-dihydrocyclopenta[b]pyridine-6,4'-piperidine]-5-amine formate